ClCC=1SC(=NN1)C 2-(chloromethyl)-5-methyl-1,3,4-thiadiazole